COC(C1=C(C=C(C=C1)[N+](=O)[O-])C(\C=C\N(C)C)=O)=O (E)-2-(3-(dimethylamino)acryloyl)-4-nitrobenzoic acid methyl ester